3-benzofuranylboronic acid O1C=C(C2=C1C=CC=C2)B(O)O